N,N-dimethyl-6-((9z,12z)-octadeca-9,12-dien-1-yl)tetracosan-4,15,18-trien-1-amine CN(CCCC=CC(CCCCCCCCC=CCC=CCCCCC)CCCCCCCC\C=C/C\C=C/CCCCC)C